3,3'-((2R,3R)-2,3-diisopropoxybutane-1,4-diyl)bis(1-bromo-2-isopropoxybenzene) C(C)(C)O[C@H](CC=1C(=C(C=CC1)Br)OC(C)C)[C@@H](CC=1C(=C(C=CC1)Br)OC(C)C)OC(C)C